N[C@@H]1C[C@H](CC1)NC1=CC=C(C=N1)N1N=C(C=CC1=O)C 2-(6-(((1S,3S)-3-Aminocyclopentyl)amino)pyridin-3-yl)-6-methylpyridazin-3(2H)-one